OCCOC1=CC=C(C=C1)OCCO 1,4-di(2-hydroxyethoxy)benzene